5,7-difluoro-3-methoxy-1H-indazole FC=1C=C2C(=NNC2=C(C1)F)OC